C(C)(C)NC1=NC(=NC(=N1)NC1=CC(=NC=C1)C(F)(F)F)C1=CC=CC(=N1)NC(OC)=O Methyl (6-(4-(isopropylamino)-6-((2-(trifluoromethyl)pyridin-4-yl)amino)-1,3,5-triazin-2-yl)pyridin-2-yl)carbamate